tert-butyl (S)-((3'-chloro-2'-(3-((3-fluoro-4-formylpyridin-2-yl)amino)-2-methylphenyl)-6-methoxy-[2,4'-bipyridin]-5-yl)methyl)((5-oxopyrrolidin-2-yl)methyl)carbamate ClC=1C(=NC=CC1C1=NC(=C(C=C1)CN(C(OC(C)(C)C)=O)C[C@H]1NC(CC1)=O)OC)C1=C(C(=CC=C1)NC1=NC=CC(=C1F)C=O)C